1-(4-(phenylethynyl)phenyl)ethan-1-one C1(=CC=CC=C1)C#CC1=CC=C(C=C1)C(C)=O